((((6-(((acetoxymethoxy)(benzyl)phosphoryl)oxy)-5'-methyl-4-pentyl-2'-(prop-1-en-2-yl)-[1,1'-biphenyl]-2-yl)oxy)(benzyl)phosphoryl)oxy)methyl acetate C(C)(=O)OCOP(=O)(CC1=CC=CC=C1)OC1=C(C(=CC(=C1)CCCCC)OP(=O)(CC1=CC=CC=C1)OCOC(C)=O)C1=C(C=CC(=C1)C)C(=C)C